5-(2-fluoro-4-(trifluoromethyl)phenyl)thiophene-2-carbaldehyde FC1=C(C=CC(=C1)C(F)(F)F)C1=CC=C(S1)C=O